(S)-1-(4-chlorobenzyl)-3-(4-(1-(methylsulfonyl)ethyl)phenyl)urea ClC1=CC=C(CNC(=O)NC2=CC=C(C=C2)[C@H](C)S(=O)(=O)C)C=C1